5-bromo-6-(2-(tert-butyldimethylsilyloxy)ethoxy)-2-(4-methoxybenzyl)pyridazin-3(2H)-one BrC1=CC(N(N=C1OCCO[Si](C)(C)C(C)(C)C)CC1=CC=C(C=C1)OC)=O